F[C].[C].[C].[C].[C].[C] pentacarbon fluorocarbon